7-[2-(4-Methoxy-4-methyl-piperidin-1-yl)-ethoxy]-imidazo[1,2-a]pyridin COC1(CCN(CC1)CCOC1=CC=2N(C=C1)C=CN2)C